(2R,5S)-2-(azidomethyl)-5-(2-methoxyethoxy)tetrahydro-2H-pyran N(=[N+]=[N-])C[C@@H]1OC[C@H](CC1)OCCOC